C(=O)O.C(=O)O.OC1CC(NC1)C(=O)NCC1=CC=C(C=C1)C1=C(N=CS1)C 4-hydroxy-N-(4-(4-methylthiazol-5-yl)benzyl)pyrrolidine-2-carboxamide diformate